(3R)-3-amino-5-[(4-chlorophenyl)methyl]-7-[5-(1,3-dimethyl-3-piperidyl)-1,3,4-oxa-diazol-2-yl]-8-fluoro-1,1-dioxo-2,3-dihydro-1λ6,5-benzothiazepin-4-one N[C@H]1CS(C2=C(N(C1=O)CC1=CC=C(C=C1)Cl)C=C(C(=C2)F)C=2OC(=NN2)C2(CN(CCC2)C)C)(=O)=O